C1(=CC=CC=C1)N1CNC(C2=CC=CC=C12)=O phenyl-2,3-dihydro-quinazolin-4(1H)-one